9-ethyl-2-(ethylthio)-9H-purin-6-amine C(C)N1C2=NC(=NC(=C2N=C1)N)SCC